4-(6-(ethoxymethoxy)-2-fluoro-3-methoxybenzoyl)benzoic acid C(C)OCOC1=CC=C(C(=C1C(=O)C1=CC=C(C(=O)O)C=C1)F)OC